C1(CCCC1)C1=C(C(=O)O)C=CC=C1 2-cyclopentylbenzoic acid